COC1=NC(=CC=C1C1COC2=C(O1)C(=CC(=C2)CN2C=NC=1C2=NC=C(C1)N1CC(C1)OC)OC)OC 3-((2-(2,6-Dimethoxypyridin-3-yl)-8-methoxy-2,3-dihydrobenzo[b][1,4]dioxin-6-yl)methyl)-6-(3-methoxyazetidin-1-yl)-3H-imidazo[4,5-b]pyridine